C1=C(C=CC=2SC3=CC=CC=C3NC12)C(C)C=1C=C(N)C=CC1 3-(1-(10H-phenothiazin-2-yl)ethyl)aniline